BrC1=CC=C(OCC=O)C=C1 2-(4-bromophenoxy)acetaldehyde